ClC1=CC2=C(S1)C1(C[C@@H](NCC1)C)OCC2(O)C(F)(F)F (2'S)-2-chloro-2'-methyl-4-(trifluoromethyl)spiro[5H-thieno[2,3-C]pyran-7,4'-piperidin]-4-ol